C(C)(C)(C)OC(=O)N1CCN(CC1)C1=NC(=NC=C1C(=O)[O-])C.[Li+] lithium 4-(4-(tert-butoxycarbonyl)piperazin-1-yl)-2-methylpyrimidine-5-carboxylate